methyl {[6-chloro-2-({3-[2-(4-chloro-3-fluorophenoxy)acetamido]bicyclo[1.1.1]pentan-1-yl}carbamoyl)-3,4-dihydro-2H-1-benzopyran-4-yl]amino}acetate ClC=1C=CC2=C(C(CC(O2)C(NC23CC(C2)(C3)NC(COC3=CC(=C(C=C3)Cl)F)=O)=O)NCC(=O)OC)C1